C(C)(C)(C)C=1N(C=CN1)CC1=CC=C(C=C1)C1=C(SC(=C1)CC(C)C)S(=O)(=O)NC(OCCCC)=O butyl ((3-(4-((2-(tert-butyl)-1H-imidazol-1-yl)methyl)phenyl)-5-isobutylthiophen-2-yl)sulfonyl)carbamate